C[Si](OCC#CCO)(C1=CC=CC=C1)C 4-{[dimethyl(phenyl)silyl]oxy}but-2-yn-1-ol